COC(C1=NC=C(C=C1)C=1C=C2CCCNC2=CC1C(F)F)=O.FC([C@H]1NCCCC1)(F)F (2S)-2-(trifluoromethyl)piperidine methyl-5-(7-(difluoromethyl)-1,2,3,4-tetrahydroquinolin-6-yl)picolinate